O[C@H]1CN(CC1)CC=1C=NC2=C(N=CC=C2C1)NC=1C(=C(C=CC1)C1=C(C(=CC=C1)C=1NC2=NC(=CC=C2C1)CN1C[C@@H](CC1)C(=O)O)C)C (R)-1-((2-(3'-((3-(((R)-3-hydroxypyrrolidin-1-yl)methyl)-1,7-naphthyridin-8-yl)amino)-2,2'-dimethyl-[1,1'-biphenyl]-3-yl)Azolo[5,4-b]pyridin-6-yl)methyl)pyrrolidine-3-carboxylic acid